5-chloro-N-((1r,4r)-4-((3-(2-chloro-4-fluorophenyl)-2-oxo-2,3-dihydro-1H-imidazo[4,5-b]pyridin-1-yl)methyl)cyclohexyl)-2-(difluoro-methyl)nicotinamide ClC=1C=NC(=C(C(=O)NC2CCC(CC2)CN2C(N(C3=NC=CC=C32)C3=C(C=C(C=C3)F)Cl)=O)C1)C(F)F